(3Z)-7,7-didecoxy-3-hepten-1-ol C(CCCCCCCCC)OC(CC\C=C/CCO)OCCCCCCCCCC